C(CCCCCCCCCCC)(=O)N[C@@H](CCC(=O)O)C(=O)O N-lauroyl-glutamic acid